NC1=C2C(C3(C(OC4=C3C=CC(=C4)C(F)(F)F)(C2=CC=C1)O)NC(C)=O)=O N-(1-amino-4b-hydroxy-10-oxo-7-(trifluoromethyl)-4b,10-dihydro-9bH-indeno[1,2-b]benzofuran-9b-yl)acetamide